tert-butyl 8-methyl-7-(5-(2-methyl-1,2,3,4-tetrahydroisoquinolin-7-yl)-1H-pyrrolo[2,3-b]pyridin-3-yl)-2,3-dihydro-1H-pyrido[2,3-b][1,4]oxazine-1-carboxylate CC1=C(C=NC=2OCCN(C21)C(=O)OC(C)(C)C)C2=CNC1=NC=C(C=C12)C1=CC=C2CCN(CC2=C1)C